BrC=1C=CC(=C2CCOC21)N 7-bromo-2,3-dihydro-1-benzofuran-4-amine